C(C)S(=O)(=O)C[C@@H]1[C@H](NC1)C (2R,3S)-3-[(ethylsulfonyl)methyl]-2-methylazetidine